(+)-{2-[1-(3-ethoxy-4-methoxyphenyl)-2-methylsulfonylethyl]-4-acetylamino-isoindoline-1,3-dione} C(C)OC=1C=C(C=CC1OC)C(CS(=O)(=O)C)N1C(C2=CC=CC(=C2C1=O)NC(C)=O)=O